C(C)(C)(C)OC(CC1(CCN(CC1)C1=C(C=C(C=C1)N)Cl)O)=O.ClC(C(C=CN(CC)CC)=O)(Cl)Cl 1,1,1-trichloro-4-(N,N-diethylamino)buten-2-one tert-butyl-2-[1-(4-amino-2-chloro-phenyl)-4-hydroxy-4-piperidyl]acetate